6-(3-chlorobenzyl)-3-phenyl-6H-imidazo[1',2':1,6]Pyrido[3,4-b]Indole ClC=1C=C(CN2C=3C(C=4C=CC=CC24)=CC=2N(C3)C(=CN2)C2=CC=CC=C2)C=CC1